(1-((3-(4-formylpiperidin-1-yl)phenyl)sulfonyl)piperidin-4-yl)carbamic acid tert-butyl ester C(C)(C)(C)OC(NC1CCN(CC1)S(=O)(=O)C1=CC(=CC=C1)N1CCC(CC1)C=O)=O